COC=1C=C(C=C(C1)OC)N1N=C(C2=C1CNCC2)C2=C(C=CC=C2)[N+](=O)[O-] (3,5-dimethoxyphenyl)-3-(2-nitrophenyl)-4,5,6,7-tetrahydro-1H-pyrazolo[3,4-c]pyridine